7-bromo-8-methoxy-N-[(1R)-1-[3-nitro-5-(trifluoromethyl)phenyl]ethyl]pyrazolo[1,5-a]quinazolin-5-amine BrC=1C=C2C(=NC=3N(C2=CC1OC)N=CC3)N[C@H](C)C3=CC(=CC(=C3)C(F)(F)F)[N+](=O)[O-]